4-((4-(1-((1-(2-(2,6-dioxopiperidin-3-yl)-1,3-dioxoisoindolin-5-yl)pyrrolidine-3-yl)methyl)piperidin-4-yl)phenyl)amino)-2-((R)-3-hydroxypiperidin-1-yl)pyrimidine-5-carboxamide O=C1NC(CCC1N1C(C2=CC=C(C=C2C1=O)N1CC(CC1)CN1CCC(CC1)C1=CC=C(C=C1)NC1=NC(=NC=C1C(=O)N)N1C[C@@H](CCC1)O)=O)=O